7-(((S)-3-methylpiperidin-1-yl)methyl)-1H-pyrazolo[4,3-b]pyridine-5-carboxamide C[C@@H]1CN(CCC1)CC1=C2C(=NC(=C1)C(=O)N)C=NN2